1-(tert-Butyl)-3-methyl-6-(4-(methylsulfonyl)phenyl)-4-(trifluoromethyl)-1H-pyrazolo[3,4-b]pyridine C(C)(C)(C)N1N=C(C=2C1=NC(=CC2C(F)(F)F)C2=CC=C(C=C2)S(=O)(=O)C)C